CS(=O)(=O)OCC=1C=C2CCN(CC2=CC1)C=1C(=C(C=CC1)C1=CC=CC=C1)C (2-(2-methylbiphenyl-3-yl)-1,2,3,4-tetrahydroisoquinolin-6-yl)methyl methanesulfonate